ClC1=C(C=CC=C1)[C@@]1(C(CCCC1)=O)N(C(=O)OCN([C@@H](C)C(=O)[O-])C)C ((((S)-1-(2-chlorophenyl)-2-oxocyclohexyl)(methyl)carbamoyl)oxy)methylmethyl-L-alaninate